N(CCC1=CNC=N1)N[C@@H](CCCCN)C(=O)O histaminyl-lysine